1,4-dichloro-2,3-dihydroxybutane ClCC(C(CCl)O)O